N-γ-linolenoyl-aspartic acid C(CCCC\C=C/C\C=C/C\C=C/CCCCC)(=O)N[C@@H](CC(=O)O)C(=O)O